C1OCC12OC(NC2)=O 2,5-dioxa-7-azaspiro[3.4]octan-6-one